2-(2-(3-phenylureido)benzyloxy)benzamide C1(=CC=CC=C1)NC(NC1=C(COC2=C(C(=O)N)C=CC=C2)C=CC=C1)=O